1-(4-(4-(2-dimethylaminoethyl)piperazin-1-yl)-3-trifluoromethylphenyl)-8-(6-methoxypyridin-3-yl)-1,5-dihydro-4H-[1,2,3]triazolo[4,5-c]quinolin-4-one CN(CCN1CCN(CC1)C1=C(C=C(C=C1)N1N=NC=2C(NC=3C=CC(=CC3C21)C=2C=NC(=CC2)OC)=O)C(F)(F)F)C